COC=1C=C(C=CC1)C(C(CN1C(C2=CC=CC(=C2C1)C=1C=NC=CC1)=O)=C)=O 2-[3-(3-methoxyphenyl)-2-methylidene-3-oxopropyl]-4-(pyridin-3-yl)-2,3-dihydro-1H-isoindol-1-one